1-[(3S)-3-({5-[2-(difluoromethyl)-1-methyl-1H-imidazol-4-yl]-6-methylpyridin-2-yl}amino)pyrrolidin-1-yl]-2-(5-fluoro-2-methoxypyridin-4-yl)propan-1-one FC(C=1N(C=C(N1)C=1C=CC(=NC1C)N[C@@H]1CN(CC1)C(C(C)C1=CC(=NC=C1F)OC)=O)C)F